ethyl 3-(methoxymethyl)-1H-pyrazole-5-carboxylate COCC1=NNC(=C1)C(=O)OCC